phenylethane-1,2-diamine C1(=CC=CC=C1)C(CN)N